6-{[2-(Difluoromethyl)-3-(5-formylpyridin-2-yl)phenyl]amino}-N-[(1R,2S)-2-fluorocyclopropyl]-8-(methylamino)imidazo[1,2-b]pyridazine-3-carboxamide FC(C1=C(C=CC=C1C1=NC=C(C=C1)C=O)NC=1C=C(C=2N(N1)C(=CN2)C(=O)N[C@H]2[C@H](C2)F)NC)F